5-Methoxy-2,2-dimethyl-N-(3-methyl-1H-indazol-6-yl)-2H-chromene-6-carboxamid COC1=C2C=CC(OC2=CC=C1C(=O)NC1=CC=C2C(=NNC2=C1)C)(C)C